O1C(CCCC1)OCC1=C(C=C(C=C1)S(=O)(=O)N)B1OC(C(O1)(C)C)(C)C 4-(((tetrahydro-2H-pyran-2-yl)oxy)methyl)-3-(4,4,5,5-tetramethyl-1,3,2-dioxaborolan-2-yl)benzenesulfonamide